4-(1,2,4-triazol-1-yl)aniline methyl-8-[(3R,5S)-4-tert-butoxycarbonyl-3,5-dimethyl-piperazin-1-yl]-2-dimethylphosphoryl-quinoxaline-5-carboxylate COC(=O)C=1C=2N=CC(=NC2C(=CC1)N1C[C@H](N([C@H](C1)C)C(=O)OC(C)(C)C)C)P(=O)(C)C.N1(N=CN=C1)C1=CC=C(N)C=C1